FC1=CC2=C(S1)C=CC(=C2O)C2=NN=C(C(N2C)=O)N[C@H]2CN(C[C@@H](C2)F)C 3-(2-fluoro-4-hydroxybenzo[b]thiophen-5-yl)-6-{[(3R,5R)-5-fluoro-1-methylpiperidin-3-yl]amino}-4-methyl-5H,4H-1,2,4-triazine-5-one